C(CCCCCCCCCCCCCCC)(=O)OCCCCCCC(CCCCCCOC(CCCCCCCCCCCCCCC)=O)(O)CCCCOC(CCN(C)C)=O 7-(4-((3-(Dimethylamino)propanoyl)oxy)butyl)-7-hydroxytridecane-1,13-diyl dipalmitate